C1(CC1)NC(C1=CC(=C(C(=C1)F)C=O)F)=O N-cyclopropyl-3,5-difluoro-4-formylbenzamide